bis(4-methoxy-2-methylphenyl)phosphine COC1=CC(=C(C=C1)PC1=C(C=C(C=C1)OC)C)C